6-(hydroxymethyl)nicotinonitrile OCC1=NC=C(C#N)C=C1